(S)-N-(3-(3-aminoprop-1-yn-1-yl)-4-(2-hydroxyethyl)phenyl)-4-(2-(4-(4-chlorophenyl)-2,3,9-trimethyl-6H-thieno[3,2-f][1,2,4]triazolo[4,3-a][1,4]diazepin-6-yl)acetamido)butanamide NCC#CC=1C=C(C=CC1CCO)NC(CCCNC(C[C@H]1C=2N(C3=C(C(=N1)C1=CC=C(C=C1)Cl)C(=C(S3)C)C)C(=NN2)C)=O)=O